ClC1=CC=C2C(C(NC2=C1Cl)=O)=O 6,7-dichloroindoline-2,3-dione